CC=1N=C(SC1C(=O)OCC)NC(CCNC(C1=CC(=CC=C1)C)=O)=O Ethyl 4-methyl-2-(3-(3-methylbenzamido)propanamido)thiazole-5-carboxylate